6-Chloro-2-methylpyrimidine-4-carboxylic acid ethyl ester C(C)OC(=O)C1=NC(=NC(=C1)Cl)C